C1(=CC=CC=C1)OC(C1=C(C(=O)O)C(C(=O)O)=C(C(=O)O)C(C(=O)OC2=CC=CC=C2)=C1C(=O)OC1=CC=CC=C1)=O mellitic acid triphenyl ester